FC=1C(=CC=2C3=C(NC(C2C1)=O)COC[C@H]3N(C(=O)NC3=CC=CC=C3)C)F (S)-1-(8,9-difluoro-6-oxo-1,4,5,6-tetrahydro-2H-pyrano[3,4-c]isoquinolin-1-yl)-1-methyl-3-phenylurea